O1CCC2=C1C=CC(=C2)NC(=O)C=2C=CC1=C(N=C(O1)N1CCOCC1)C2 2-morpholin-4-yl-benzoxazole-5-carboxylic acid (2,3-dihydro-benzofuran-5-yl)-amide